5-trifluoromethoxy-2-(tetramethyl-1,3,2-dioxaborolan-2-yl)phenol FC(OC=1C=CC(=C(C1)O)B1OC(C(O1)(C)C)(C)C)(F)F